FC=1C=C2C(=CNC2=CC1)NC(N)=O 3-(5-fluoro-1H-indol-3-yl)urea